C(C=C)[C@H]1N(CCC1)C1=CC(=C(C(=N1)C(=O)NNC(C(CCC=C)(C(F)(F)F)OCC1=CC=CC=C1)=O)[N+](=O)[O-])OC 6-[(2S)-2-allylpyrrolidin-1-yl]-N'-[2-benzyloxy-2-(trifluoromethyl)hex-5-enoyl]-4-methoxy-3-nitro-pyridine-2-carbohydrazide